phenyl-(1-(2,2',6-trifluoro-[1,1'-biphenyl]-4-yl)-1H-1,2,3-triazol-4-yl)methanol C1(=CC=CC=C1)C(O)C=1N=NN(C1)C1=CC(=C(C(=C1)F)C1=C(C=CC=C1)F)F